1-(2,6-difluorobenzyl)-1H-1,2,3-triazole-4-carboxylic acid ethyl ester C(C)OC(=O)C=1N=NN(C1)CC1=C(C=CC=C1F)F